DL-α-aminocaprolactam N[C@H]1C(=O)NCCCC1 |r|